Triethylene glycol bis(2-ethylhexanoate) C(C)C(C(=O)OCCOCCOCCOC(C(CCCC)CC)=O)CCCC